6'-(4-(tert-butyl)piperazin-1-yl)-4-(3-chloro-4-(3-methyl-2-oxo-2,3-dihydro-1H-imidazol-1-yl)phenyl)-3-hydroxy-1',6-dimethyl-r-2,4'-bipyridin C(C)(C)(C)N1CCN(CC1)C1=CC(=CCN1C)C1=NC(=CC(=C1O)C1=CC(=C(C=C1)N1C(N(C=C1)C)=O)Cl)C